Br[O-].[K+] potassium hypobromite